FC1=C(C(=CC=C1F)F)C1(N=C(C(=N1)C1=CC(=CC=C1)OC)C1=CC(=CC=C1)OC)C1(N=C(C(=N1)C1=CC(=CC=C1)OC)C1=CC(=CC=C1)OC)C1=C(C(=CC=C1F)F)F bis(2,3,6-trifluorophenyl)-4,4',5,5'-tetrakis(3-methoxyphenyl)biimidazole